ClC1=CC(=C(C=C1)C1=NC(=NC2=C1N=C(N(C2=O)C)C)N2CC(C2)COC=2C=NN(C2)C)F 8-(4-chloro-2-fluorophenyl)-2,3-dimethyl-6-(3-(((1-methyl-1H-pyrazol-4-yl)oxy)methyl)azetidin-1-yl)pyrimido[5,4-d]pyrimidin-4(3H)-one